OCCCOC1=NOC(=C1)C(C(=O)OC)C(C)C Methyl 2-[3-(3-hydroxypropoxy)isoxazol-5-yl]-3-methyl-butanoate